acryloyl-amino-1,2,2,6,6-pentamethylpiperidine C(C=C)(=O)C1(C(N(C(CC1)(C)C)C)(C)C)N